N-(5-(5-trifluoromethylpyridin-2-yl)-1,3,4-thiadiazol-2-yl)-1-ethyl-4-hydroxy-2-quinolone-3-carboxamide FC(C=1C=CC(=NC1)C1=NN=C(S1)NC(=O)C=1C(N(C2=CC=CC=C2C1O)CC)=O)(F)F